FC1(CN(CC([C@@H]1O)(C)C)C1=NC=CC(=N1)NC=1N=CC2=C(C=CC(=C2C1)C(C)C)N1CC(C1)CS(=O)(=O)C)F (4S)-3,3-difluoro-1-[4-({8-[3-(methanesulfonylmeth-yl)azetidin-1-yl]-5-(propan-2-yl)isoquinolin-3-yl}amino)pyrimidin-2-yl]-5,5-dimethylpiperidin-4-ol